1-(6-(4-((2-fluoro-5-methyl-4-((1-methyl-1H-benzo[d]imidazol-5-yl)oxy)phenyl)amino)pyrido[3,2-d]pyrimidin-6-yl)-4-azaspiro[2.5]octan-4-yl)prop-2-en-1-one FC1=C(C=C(C(=C1)OC1=CC2=C(N(C=N2)C)C=C1)C)NC=1C2=C(N=CN1)C=CC(=N2)C2CN(C1(CC1)CC2)C(C=C)=O